2-(2-Cyclohexyl-5-(4-methoxypiperidine-1-carbonyl)-7-oxopyrazolo[1,5-a]pyrimidin-4(7H)-yl)-N-(5-fluoropyridin-2-yl)acetamide C1(CCCCC1)C1=NN2C(N(C(=CC2=O)C(=O)N2CCC(CC2)OC)CC(=O)NC2=NC=C(C=C2)F)=C1